N-((2-((4-methylpiperazin-1-yl)methyl)-8-nitro-1,2,3,4-tetrahydroquinoxalin-6-yl)sulfonyl)benzamide CN1CCN(CC1)CC1NC2=C(C=C(C=C2NC1)S(=O)(=O)NC(C1=CC=CC=C1)=O)[N+](=O)[O-]